FC=1C=NC=C(C1C(C)O)OCF 1-[3-fluoro-5-(fluoromethoxy)pyridin-4-yl]ethan-1-ol